BrCCOC(C(=C)C)=O 2-Bromoethylmethacrylat